N,N-bis(phosphinohydroxymethyl)glycine PC(N(CC(=O)O)C(O)P)O